FC=1C=C(C=CC1)C1=CC=2C=NC(=CC2N1C)NC1=NC=NC=C1 2-(3-fluorophenyl)-1-methyl-N-pyrimidin-4-yl-pyrrolo[3,2-c]pyridin-6-amine